5-[(3S)-2-(4-methylpiperidine-4-carbonyl)isoxazolidin-3-yl]pyridine-3-carbonitrile trifluoroacetic acid salt FC(C(=O)O)(F)F.CC1(CCNCC1)C(=O)N1OCC[C@H]1C=1C=C(C=NC1)C#N